nonane-2,8-diol CC(CCCCCC(C)O)O